4-(4-fluorobenzoyl)-1,2,3,4-tetrahydroquinoxaline FC1=CC=C(C(=O)N2CCNC3=CC=CC=C23)C=C1